2-(pyridin-2-yl)[1,2,4]triazolo[1,5-c]quinazolin-5(6H)-thione N1=C(C=CC=C1)C1=NN2C(NC=3C=CC=CC3C2=N1)=S